ethyl 1-[1-(4-hydroxyphenyl) ethyl]-1H-pyrrole-2-carboxylate OC1=CC=C(C=C1)C(C)N1C(=CC=C1)C(=O)OCC